(R)-(2-(Benzyloxy)-4,6-dihydroxyphenyl)(8-((tetrahydrofuran-3-yl)amino)-3,4-dihydro-isoquinolin-2(1H)-yl)methanone C(C1=CC=CC=C1)OC1=C(C(=CC(=C1)O)O)C(=O)N1CC2=C(C=CC=C2CC1)N[C@H]1COCC1